CN(CCOC1=C(N)C=CC=C1)C 2-(2-(dimethylamino)ethoxy)aniline